4-[5-(2-aminoethyl)pyridin-2-yl]-3-[(5-cyclopropyl-1,3,4-thiadiazol-2-yl)oxy]benzonitrile NCCC=1C=CC(=NC1)C1=C(C=C(C#N)C=C1)OC=1SC(=NN1)C1CC1